monomethyl benzoyl phosphonate P(OC)(OC(C1=CC=CC=C1)=O)=O